1-(6Z,9Z,12Z-octadecatrienoyl)-2-(5Z,8Z,11Z,14Z,17Z-eicosapentaenoyl)-glycero-3-phosphoserine CCCCC/C=C\C/C=C\C/C=C\CCCCC(=O)OC[C@H](COP(=O)(O)OC[C@@H](C(=O)O)N)OC(=O)CCC/C=C\C/C=C\C/C=C\C/C=C\C/C=C\CC